CC1=C(C=C(C=C1)C(=O)O)C The molecule is a dimethylbenzoic acid in which the two methyl groups are located at positions 3 and 4. It derives from a benzoic acid. It is a conjugate acid of a 3,4-dimethylbenzoate.